(S)-N-((S)-1-cyclohexyl-2-(4-(5,6-di-fluoro-3-(2-(2-(2-(2-hydroxyethoxy)ethoxy)-ethoxy)ethoxy)-1-methyl-1H-indole-2-carbonyl)piperazin-1-yl)-2-oxoethyl)-2-(methylamino)propanamide C1(CCCCC1)[C@@H](C(=O)N1CCN(CC1)C(=O)C=1N(C2=CC(=C(C=C2C1OCCOCCOCCOCCO)F)F)C)NC([C@H](C)NC)=O